COCC1=CC(=CN1C)C(=O)OC methyl 5-(methoxymethyl)-1-methyl-1H-pyrrole-3-carboxylate